4-bromo-1-(tetrahydro-2H-pyran-2-yl)-4b,5,5a,6-tetrahydro-1H-cyclopropa[4,5]cyclopenta[1,2-f]indazole BrC1=C2C=NN(C2=CC2=C1C1C(C2)C1)C1OCCCC1